COC=1C(=C(C=CC1)N(C1=CC=CC=C1)C1=CC=CC=C1)OC dimethoxytriphenylamine